N1([C@@H](CCC1)C(=O)OC)C(=O)[O-] 2-methyl (S)-pyrrolidine-1,2-dicarboxylate